BrC1=NN(C(=C1[C@@H]1[C@H](C(N(C1)C)=O)C(=O)NC1=C(SC=C1)Cl)Cl)C (3S,4S)-4-(3-bromo-5-chloro-1-methyl-pyrazol-4-yl)-N-(2-chloro-3-thienyl)-1-methyl-2-oxo-pyrrolidine-3-carboxamide